ClC1=C(C(=O)N2CCC(CC2)(C(=O)O)CC2=NC(=C(C=C2)F)NC2=NNC(=C2)C)C=CC=C1Cl 1-(2,3-dichlorobenzoyl)-4-((5-fluoro-6-(5-methyl-1H-pyrazol-3-ylamino)pyridin-2-yl)methyl)piperidine-4-carboxylic acid